(4-allyl-3-oxo-5,6,7,8-tetrahydroquinoxalin-2-yl)-1-cyclopropyl-cyclopropanecarbohydrazide C(C=C)N1C(C(=NC=2CCCCC12)C1C(C1)(C(=O)NN)C1CC1)=O